CC(=O)C=1SC=CC1 methyl-2-thienyl ketone